(-)-5-[3-[3-(4-tert-butylphenyl)azetidin-1-yl]-3-oxo-propyl]Pyrrolidin-2-one C(C)(C)(C)C1=CC=C(C=C1)C1CN(C1)C(CCC1CCC(N1)=O)=O